N-(3,5-difluoro-4-(trimethylsilyl)phenyl)-2-(((6-oxopyrimidin-1(6H)-yl)acetyl)amino)-2-(tetrahydro-2H-pyran-4-yl)acetamide FC=1C=C(C=C(C1[Si](C)(C)C)F)NC(C(C1CCOCC1)NC(CN1C=NC=CC1=O)=O)=O